3-(benzyloxy)-1H-pyrazole-5-carboxylic acid ethyl ester C(C)OC(=O)C1=CC(=NN1)OCC1=CC=CC=C1